O1CCCC2=CC(=CC=C12)C(=O)NCC(=O)N1[C@H]2C[C@]2(C[C@H]1C(=O)OCC1=CC=CC=C1)C benzyl (1S,3S,5S)-2-((chromane-6-carbonyl)glycyl)-5-methyl-2-azabicyclo[3.1.0]hexane-3-carboxylate